racemic-8,9-difluoro-1-(methylamino)-1,5-dihydro-2H-thiopyrano[3,4-c]isoquinolin-6(4H)-one FC=1C(=CC=2C3=C(NC(C2C1)=O)CSC[C@@H]3NC)F |r|